N1C=CC=2C1=CN=C(C2)NC=2NC=1N(C(C2C2=CC=C(C=C2)OC)=O)N=C(C1C1=CC=CC=C1)C1=CC=CC=C1 5-((1H-pyrrolo[2,3-c]pyridin-5-yl)amino)-6-(4-methoxyphenyl)-2,3-diphenylpyrazolo[1,5-a]pyrimidin-7(4H)-one